4'-(aminomethyl)-N-((4,6-dimethyl-2-oxo-1,2-dihydropyridin-3-yl)methyl)-5-(ethyl-(tetrahydro-2H-pyran-4-yl)amino)-4-methyl-[1,1'-biphenyl]-3-carboxamide NCC1=CC=C(C=C1)C1=CC(=C(C(=C1)N(C1CCOCC1)CC)C)C(=O)NCC=1C(NC(=CC1C)C)=O